S1C=CC2=C1C=CC=C2N2CCN(CC2)CCCCO 4-(4-(benzothien-4-yl)piperazin-1-yl)butan-1-ol